(3R)-8-fluoro-7-(hydrazinocarbonyl)-4-oxo-3,5-dihydro-2H-1,5-benzothiazepine-3-Yl-carbamic acid tert-butyl ester C(C)(C)(C)OC(N[C@H]1CSC2=C(NC1=O)C=C(C(=C2)F)C(=O)NN)=O